N1C=CC2=CC(=CC=C12)CN1CCC2(CN(C2)C2=NC=NC3=CC=C(C=C23)CC(F)(F)F)CC1 4-(7-((1H-indol-5-yl)methyl)-2,7-diazaspiro[3.5]nonan-2-yl)-6-(2,2,2-trifluoroethyl)quinazoline